2-(6-{5-chloro-2-[(oxacyclohex-4-yl)amino]pyrimidin-4-yl}-1-oxo-2,3-dihydro-1H-isoindol-2-yl)-N-[1-(1-phenyl-1H-pyrazol-4-yl)ethyl]acetamide ClC=1C(=NC(=NC1)NC1CCOCC1)C1=CC=C2CN(C(C2=C1)=O)CC(=O)NC(C)C=1C=NN(C1)C1=CC=CC=C1